N-((1r,4r)-4-(acetamidomethyl)cyclohexyl)-2-(1H-imidazol-1-yl)-5H-pyrrolo[3,2-d]pyrimidine-4-carboxamide C(C)(=O)NCC1CCC(CC1)NC(=O)C=1C2=C(N=C(N1)N1C=NC=C1)C=CN2